2-[5-[4-[3',4'-bis(2-hydroxyethoxy)spiro[1,3-dioxane-2,9'-thioxanthene]-5-yl]phenyl]-4'-(2-hydroxyethoxy)spiro[1,3-dioxane-2,9'-thioxanthene]-3'-yl]oxyethanol OCCOC=1C=CC=2C3(C4=CC=CC=C4SC2C1OCCO)OCC(CO3)C3=CC=C(C=C3)C3COC1(C2=CC=CC=C2SC=2C(=C(C=CC12)OCCO)OCCO)OC3